O1N[C@H](CC1)C=1C=C(C=CC1)C1=CC(=CC=C1)C#N (R)-3'-(isoxazolidin-3-yl)-[1,1'-biphenyl]-3-carbonitrile